N-aminoheptyl-succinimide acrylate C(C=C)(=O)O.NCCCCCCCN1C(CCC1=O)=O